3'-methyl-3-(morpholinosulfonyl)-4-pentyl-[1,1'-biphenyl]-2,6-diol CC=1C=C(C=CC1)C=1C(=C(C(=CC1O)CCCCC)S(=O)(=O)N1CCOCC1)O